ClC1=NC2=CC(=C(C=C2C(=N1)NCC=1OC=CC1)OC(C)C)OC 2-Chloro-N-(furan-2-ylmethyl)-7-methoxy-6-(propane-2-yloxy)quinazolin-4-amine